(E)-3-[4-[2-[5-[(6,7-difluoro-4-methylsulfanyl-1H-indol-5-yl)oxy]-2-fluoro-phenyl]-1H-imidazol-4-yl]-4-methyl-chroman-8-yl]prop-2-enoic acid FC1=C(C(=C2C=CNC2=C1F)SC)OC=1C=CC(=C(C1)C=1NC=C(N1)C1(CCOC2=C(C=CC=C12)/C=C/C(=O)O)C)F